N1(CCNCC1)C1=CC=C(C=O)C=C1 4-(piperazine-1-yl)benzaldehyde